C(CCC)N1[Si](CCC1)(OC)OC N-n-Butyl-1-aza-2,2-di-methoxy-2-silacyclopentan